1-(3-(3-ethoxy-2,2-dimethyl-3-oxopropyl)phenyl)-6-(trifluoromethoxy)-1H-indole-2-carboxylic acid C(C)OC(C(CC=1C=C(C=CC1)N1C(=CC2=CC=C(C=C12)OC(F)(F)F)C(=O)O)(C)C)=O